2-(difluoromethoxy)-N-[(1S,2S)-2-[(4-fluorophenoxy)methyl]cyclopentyl]-6-(triazol-2-yl)benzamide FC(OC1=C(C(=O)N[C@@H]2[C@H](CCC2)COC2=CC=C(C=C2)F)C(=CC=C1)N1N=CC=N1)F